FC1=CC=C(C=C1)NC=O N-4-fluorophenyl-formamide